silver(I) nitrite N(=O)[O-].[Ag+]